[Li].FC(C=1C(=C(C=CC1)[C@@H](C)NC1=C(C(=NC(=N1)OC)CC(=O)O)C1OCCO1)F)F (R)-2-(6-((1-(3-(difluoromethyl)-2-fluorophenyl)ethyl)amino)-5-(1,3-dioxolan-2-yl)-2-methoxypyrimidin-4-yl)acetic acid lithium